[Si](C)(C)(C(C)(C)C)OCCN1C=CC2=C(C=CC=C12)N1C(C2=CC(=C(C=C2C(=C1)C(=O)N1CCCCC1)OC)OC)=O 2-(1-(2-((tert-butyldimethylsilyl)oxy)ethyl)-1H-indol-4-yl)-6,7-dimethoxy-4-(piperidine-1-carbonyl)isoquinolin-1(2H)-one